BrC1=CC=CC(=N1)[Sn](CCCC)(CCCC)CCCC (6-bromo-2-pyridyl)-tributylstannane